(R)-N-(4-(chlorodifluoromethoxy)phenyl)-5-(3-(3,5-dichlorophenyl)thioureido)6-(3-hydroxypyrrolidin-1-yl)nicotinamide ClC(OC1=CC=C(C=C1)NC(C1=CN=C(C(=C1)NC(=S)NC1=CC(=CC(=C1)Cl)Cl)N1C[C@@H](CC1)O)=O)(F)F